C(=O)=C1C(=CNC2=CC=CC=C12)C(=O)O 4-carbonyl-1,4-dihydroquinoline-3-carboxylic acid